ClC1=C(C=CC=C1)S(=O)(=O)NC1=NC(=C(C=C1)\C=C\C=1C=NC(=NC1)NC1CCC(CC1)N1CCOCC1)OC 2-chloro-N-(6-methoxy-5-((E)-2-(2-(((1r,4r)-4-morpholinocyclohexyl)amino)pyrimidin-5-yl)vinyl)pyridin-2-yl)benzenesulfonamide